CNC(=O)C1=CC2=C(NC(=N2)C=2SC=CC2)C=C1 N-methyl-2-(thiophen-2-yl)-1H-benzo[d]imidazole-5-carboxamide